N-(5-(5-acetamido-1H-pyrazol-1-yl)-1,3,4-thiadiazol-2-yl)-3-methoxy-2-oxo-4-(phenylamino)-2H-pyran-6-carboxamide C(C)(=O)NC1=CC=NN1C1=NN=C(S1)NC(=O)C1=CC(=C(C(O1)=O)OC)NC1=CC=CC=C1